BrC=1C(=C(C=CC1N1N=NN(C1=O)C)C)C([2H])([2H])[2H] 1-{3-bromo-2-[(2H3)methyl]tolyl}-4-methyl-1,4-dihydro-5-tetraazolone